4-isopropyl-3-methyl-5-(8-methyl-[1,2,4]triazolo[1,5-a]pyridin-6-yl)-6H-thieno[2,3-b]pyrrole C(C)(C)C=1C2=C(NC1C=1C=C(C=3N(C1)N=CN3)C)SC=C2C